FC1(CCN(CC1)C1=NC(=CC(=N1)C(=O)NN)C)F 2-(4,4-difluoropiperidin-1-yl)-6-methylpyrimidin-4-carbohydrazide